NC=1C(=C(C2=C(OCO2)C1)F)C(CCl)=O 1-(6-amino-4-fluorobenzo[d][1,3]dioxol-5-yl)-2-chloroethane-1-one